C(#N)N1[C@H](C[C@H](C1)O)C(=O)N(C1=CC=C2C(=CNC2=C1)C)C(C(=O)NC1CCC(CC1)(F)F)C=1C=NC=C(C1)F (2R,4R)-1-cyano-N-(2-((4,4-difluorocyclohexyl)amino)-1-(5-fluoropyridin-3-yl)-2-oxoethyl)-4-hydroxy-N-(3-methyl-1H-indol-6-yl)pyrrolidine-2-carboxamide